nitrosonium tetra-fluoroborate F[B-](F)(F)F.N#[O+]